4-(5-chloro-2-methoxyphenyl)-6-(2-methoxy-2-oxoethyl)nicotinic acid ClC=1C=CC(=C(C1)C1=CC(=NC=C1C(=O)O)CC(=O)OC)OC